O=C1NC(CCC1N1C(C2=CC(=C(C(=C2C1)F)C1(CCN(CC1)CCN(S(=O)(=O)C1=CC=CC=C1)C)O)F)=O)=O N-[2-[4-[2-(2,6-dioxo-3-piperidyl)-4,6-difluoro-1-oxo-isoindolin-5-yl]-4-hydroxy-1-piperidyl]ethyl]-N-methyl-benzenesulfonamide